C(C)(=O)C=1C=C(C=CC1)NC(=O)NC=1C=C2C(N(C=NC2=CC1)CCN1CCOCC1)=O 1-(3-acetylphenyl)-3-(3-(2-morpholinoethyl)-4-oxo-3,4-dihydroquinazolin-6-yl)urea